ClC1=C2C=C(NC2=CC=C1Cl)C(=O)N1CCN(CC1)C(C(C)(C)C)=O 1-[4-[(4,5-dichloro-1H-indol-2-yl)carbonyl]-1-piperazinyl]-2,2-dimethyl-1-propanone